1-(4-bromo-1-ethyl-1H-pyrazol-3-yl)ethan-1-ol heptadecan-9-yl-8-((2-hydroxyethyl)(5-(((undecyloxy)carbonyl)oxy)pentyl)amino)octanoate CCCCCCCCC(CCCCCCCC)C(C(=O)OC(C)C1=NN(C=C1Br)CC)CCCCCCN(CCCCCOC(=O)OCCCCCCCCCCC)CCO